(propoxy) methacrylate C(C(=C)C)(=O)OOCCC